(R)-N-(2-(4-Cyanothiazolidin-3-yl)-2-oxoethyl)-6-(3-(2,2,2-trifluoroethyl)-azetidin-1-yl)quinoline-4-carboxamide C(#N)[C@H]1N(CSC1)C(CNC(=O)C1=CC=NC2=CC=C(C=C12)N1CC(C1)CC(F)(F)F)=O